OC1=CC=CC(=N1)CC(CC(=O)N)=O 6-hydroxylpyridine-2-acetoacetamide